ClC(C(C(=O)O)(C)C)CC.C12(CC3CC(CC(C1)C3)C2)P(C2=C(C=CC=C2)N2CCOCC2)C23CC1CC(CC(C2)C1)C3 4-(2-(bis((3S,5S,7S)-adamantan-1-yl)phosphino)phenyl)morpholine chloro-2,2-dimethylpentanoate